oxo-1,2,3,4-tetrahydroisoquinolin O=C1NCCC2=CC=CC=C12